tris(1-phenylisoquinoline) Iridium (III) [Ir+3].C1(=CC=CC=C1)C1=NC=CC2=CC=CC=C12.C1(=CC=CC=C1)C1=NC=CC2=CC=CC=C12.C1(=CC=CC=C1)C1=NC=CC2=CC=CC=C12